N-(1-(5-chloro-2-methoxypyridin-4-yl)azetidin-3-yl)-2,4-dimethylquinoline-6-carboxamide ClC=1C(=CC(=NC1)OC)N1CC(C1)NC(=O)C=1C=C2C(=CC(=NC2=CC1)C)C